C(C)(C)(C)C=1C=C(C=NC1)N 5-(tert-butyl)pyridin-3-amine